5-methyl-N-(2-(pyridin-4-yl)ethyl)cyclohexancarboxamide CC1CCCC(C1)C(=O)NCCC1=CC=NC=C1